C(C)(C)(C)OC(=O)N1CCC2(CC1)C(OC1=C2C=CC(=C1CO)C(=O)O)([2H])[2H] 1'-(tert-butoxycarbonyl)-7-(hydroxymethyl)-2H-spiro[benzofuran-3,4'-piperidine]-6-carboxylic acid-2,2-d2